(1S,3s)-3-((6-bromoisoquinolin-5-yl)oxy)cyclobutane-1-carboxylic acid methyl ester COC(=O)C1CC(C1)OC1=C2C=CN=CC2=CC=C1Br